3-(9-bromo-3-fluoro-5,6-dihydrobenzo[f]imidazo[1,2-d][1,4]oxazepin-2-yl)-4-(difluoromethyl)oxazolidin-2-one BrC1=CC2=C(C=3N(CCO2)C(=C(N3)N3C(OCC3C(F)F)=O)F)C=C1